9H-fluoren-9-ylmethyl-3-[(1S,3R)-3-[(5-cyanopyrimidin-2-yl)amino] cyclohexyl]-6,8-dihydro-5H-[1,2,4]triazolo[4,3-a]pyrazine-7-carboxylate C1=CC=CC=2C3=CC=CC=C3C(C12)COC(=O)N1CC=2N(CC1)C(=NN2)[C@@H]2C[C@@H](CCC2)NC2=NC=C(C=N2)C#N